N-((((9H-fluoren-9-yl)methoxy)carbonyl)-L-valyl)-O-((2R,3R,4S,5S,6S)-3,4,5-triacetoxy-6-(methoxycarbonyl)tetrahydro-2H-pyran-2-yl)-L-serylglycine C1=CC=CC=2C3=CC=CC=C3C(C12)COC(=O)N[C@@H](C(C)C)C(=O)N[C@@H](CO[C@@H]1O[C@@H]([C@H]([C@@H]([C@H]1OC(C)=O)OC(C)=O)OC(C)=O)C(=O)OC)C(=O)NCC(=O)O